N-[2-(phenylsulfonyloxy)phenyl]-N'-[2-(p-ethylphenylsulfonyloxy)phenyl]urea C1(=CC=CC=C1)S(=O)(=O)OC1=C(C=CC=C1)NC(=O)NC1=C(C=CC=C1)OS(=O)(=O)C1=CC=C(C=C1)CC